2-(2,5-dimethylpyrazol-3-yl)oxy-N-[2-[4-(3-ethynyl-1-tetrahydropyran-2-yl-indazol-5-yl)-2-methyl-pyrazol-3-yl]oxyethyl]acetamide CN1N=C(C=C1OCC(=O)NCCOC=1N(N=CC1C=1C=C2C(=NN(C2=CC1)C1OCCCC1)C#C)C)C